CC1=C(C=C2CC[C@@](OC2=C1C)(C)CCC[C@H](C)CCC[C@H](C)CCCC(C)C)O (+)-γ-Tocopherol